COC1=CC=C(C=C1)[Se]C1=C(C=C(C=C1)C)C1=C(C=CC=C1)NC(C1=NC=CC=C1)=O N-(2'-((4-methoxyphenyl)selanyl)-5'-methyl-[1,1'-biphenyl]-2-yl)picolinamide